2,7-dimethyl-thieno[3,2-d]Pyrimidine CC=1N=CC2=C(N1)C(=CS2)C